N1=C(N=C2NC=NC2=C1)[NH3+] 9H-purinaminium